ClC=1C=C(NC2(CCC3([C@H](CC4=CC=5O[C@H](COC5C=C34)C)C[C@H](CO)C)CC2)C(=O)OC)C=CC1 methyl (1r,2'S,4S,7'S)-4-(3-chloroanilino)-7'-[(2R)-3-hydroxy-2-methylpropyl]-2'-methyl-2',3',7',8'-tetrahydrospiro[cyclohexane-1,6'-indeno[5,6-b][1,4]dioxine]-4-carboxylate